C(CC(C)C)OC1=NN(C=2C3=C(C(C(C12)=O)=O)C=CC=C3)C3=CC=CC=C3 3-(Isopentyloxy)-1-phenyl-1H-benzo[g]indazol-4,5-dion